tert-butyl 4-((2-(2,6-dioxopiperidin-3-yl)-1,3-dioxoisoindolin-5-yl)oxy)piperidine-1-carboxylate O=C1NC(CCC1N1C(C2=CC=C(C=C2C1=O)OC1CCN(CC1)C(=O)OC(C)(C)C)=O)=O